CN1CCC(CC1)NC(=O)C=1C=C(C=C(C1)C(=O)OC)C(=O)OC dimethyl 5-[(1-methyl-4-piperidyl)carbamoyl]benzene-1,3-dicarboxylate